C(CC1=CC=CC=C1)C1=NCCC2=CC=CC=C12 1-phenethyl-3,4-dihydroisoquinoline